(S)-2-(3-(1-(4-fluorophenyl)ethoxy)-4-nitrophenyl)-4,4,5,5-tetramethyl-1,3,2-dioxaborolane FC1=CC=C(C=C1)[C@H](C)OC=1C=C(C=CC1[N+](=O)[O-])B1OC(C(O1)(C)C)(C)C